2,4-difluoro-N-(2-methoxy-5-(4-(piperazin-1-yl)phthalazin-6-yl)pyridin-3-yl)benzenesulfonamide trifluoroacetic acid Salt FC(C(=O)O)(F)F.FC1=C(C=CC(=C1)F)S(=O)(=O)NC=1C(=NC=C(C1)C=1C=C2C(=NN=CC2=CC1)N1CCNCC1)OC